C(C1=CC=CC=C1)OC(C)(C)[B-](F)(F)F.[K+] potassium (2-(benzyloxy)propan-2-yl)trifluoroborate